(2S,4R)-1-[(2R)-2-(4-cyclopropyltriazol-1-yl)-3,3-dimethyl-butanoyl]-4-hydroxy-N-[[1-(2-pyridylmethyl)pyrrolidin-3-yl]methyl]pyrrolidine-2-carboxamide C1(CC1)C=1N=NN(C1)[C@@H](C(=O)N1[C@@H](C[C@H](C1)O)C(=O)NCC1CN(CC1)CC1=NC=CC=C1)C(C)(C)C